C1CC12CC(C2)NC(=O)NC2(CC2)C2=CC(=CC=C2)OC(C(F)(F)F)C 1-Spiro[2.3]hex-5-yl-3-{1-[3-(2,2,2-trifluoro-1-methyl-ethoxy)-phenyl]-cyclopropyl}-urea